15-chloro-21-fluoro-16-methoxy-23-methyl-18,18-dioxo-8,11-dioxa-18λ6-thia-19-azatetracyclo[18.3.1.113,17.02,7]pentacosa-1(23),2(7),3,5,13(25),14,16,20(24),21-nonaen-12-one ClC1=CC=2C(OCCOC=3C=CC=CC3C3=C(C=C(C(NS(C(=C1OC)C2)(=O)=O)=C3)F)C)=O